2-hydroxy-11H-benzo[a]carbazole-3-carboxamide OC=1C(=CC=2C(=C3NC4=CC=CC=C4C3=CC2)C1)C(=O)N